(1-([1,1'-Biphenyl]-2-yl)cyclopropyl)-5-(2-(dimethylamino)ethoxy)-2-methyl-benzamide C1(=C(C=CC=C1)C1(CC1)C=1C(=C(C(=O)N)C=C(C1)OCCN(C)C)C)C1=CC=CC=C1